COC=1C(=C2C=CN(C2=C(C1)C)C(=O)OC(C)(C)C)CN1C(CCCC1)C1=CC(=C(C=C1)C(=O)OC)OS(=O)(=O)C(F)(F)F tert-Butyl 5-methoxy-4-((2-(4-(methoxycarbonyl)-3-(trifluoromethanesulfonyloxy)phenyl)piperidin-1-yl)methyl)-7-methylindole-1-carboxylate